CN(CCN(C1=C(C=C(C(=C1)OC)NC1=NC=CC(=N1)N1CC(C2=NC(=C(C=C21)C)C)(C)C)[N+](=O)[O-])C)C N1-[2-(dimethylamino)ethyl]-5-methoxy-N1-methyl-2-nitro-N4-(4-(3,3,5,6-tetramethyl-2,3-dihydro-1H-pyrrolo[3,2-b]pyridin-1-yl)pyrimidin-2-yl)benzene-1,4-diamine